3-(5-(1,3,4-oxadiazol-2-yl)pyridin-3-yl)-5-fluorophenol O1C(=NN=C1)C=1C=C(C=NC1)C=1C=C(C=C(C1)F)O